ClC1=C(C=C(C=C1)[N+](=O)[O-])NC(=O)C=1C(=C(C(=CC1)F)NC(OC(C)(C)C)=O)F tert-butyl (3-((2-chloro-5-nitrophenyl)carbamoyl)-2,6-difluorophenyl)carbamate